15-bromo-6-(4-butoxyphenyl)-6-(4-methoxyphenyl)-9,9-dimethyl-11-(trifluoromethyl)-1,4,6,9-tetrahydro-1,4-epoxyindeno[2,1-f]naphtho[2,1-h]chromene BrC1=CC=2C3=C(C=4C=CC(OC4C2C=2C4C=CC(C12)O4)(C4=CC=C(C=C4)OC)C4=CC=C(C=C4)OCCCC)C(C4=CC(=CC=C43)C(F)(F)F)(C)C